(E)-6-(2-ethoxyvinyl)-3-fluoroisoquinoline C(C)O/C=C/C=1C=C2C=C(N=CC2=CC1)F